8-oxo-N-[5-[4-(trifluoromethoxy)phenyl]thiazol-2-yl]-6,7-dihydro-5H-indolizine-5-carboxamide O=C1CCC(N2C=CC=C12)C(=O)NC=1SC(=CN1)C1=CC=C(C=C1)OC(F)(F)F